NC1=C(C=C(C=N1)C=1C=NC(=CC1)C#N)C(=O)N[C@@H]1[C@H](CCC1)OCC1=CC=C(C=C1)Br 6-amino-N-{(1S,2S)-2-[(4-bromophenyl)methoxy]cyclopentyl}-6'-cyano[3,3'-bipyridine]-5-carboxamide